(1,2-diphenylpropyl)malononitrile C1(=CC=CC=C1)C(C(C)C1=CC=CC=C1)C(C#N)C#N